4-benzyloxy-3-(4-methoxycarbonylphenyl)-indole-1-carboxylic acid tert-butyl ester C(C)(C)(C)OC(=O)N1C=C(C2=C(C=CC=C12)OCC1=CC=CC=C1)C1=CC=C(C=C1)C(=O)OC